3,7-dinitro-1,3,5,7-tetraazabicyclo[3.3.1]nonane [N+](=O)([O-])N1CN2CN(CN(C1)C2)[N+](=O)[O-]